C1(CC1)C1=C(N=C2N1CCOC1=C2C=CC(=C1)N[C@H](C(=O)N)C)N1C(OC[C@H]1C(F)F)=C=O (S)-2-((3-cyclopropyl-2-((S)-4-(difluoromethyl)-2-carbonyloxazolidin-3-yl)-5,6-dihydrobenzo[f]imidazo[1,2-d][1,4]oxazepin-9-yl)amino)propanamide